[Au+3].SCCCS(=O)(=O)[O-].SCCCS(=O)(=O)[O-].SCCCS(=O)(=O)[O-] 3-mercapto-1-propanesulfonate gold salt